C(C)C12CC(C1)(C2)N 3-ethylbicyclo-[1.1.1]pentan-1-amine